iodoacetamide ICC(=O)N